C(C)(C)(C)[S@@](=O)N=C1C2=CC=CC=C2CC12CCN(CC2)C(=O)OC(C)(C)C tert-Butyl 1-[(R)-tert-butylsulfinyl]iminospiro[indene-2,4'-piperidine]-1'-carboxylate